C(C)OC(CC1=CC=CC=2C=CC3=CC(=CC=C3C12)CC(=O)OCC)=O phenanthrene-4,7-diacetic acid diethyl ester